1-(4-(1-isopropyl-4-(trifluoromethyl)-1H-imidazol-2-yl)phenyl)cyclopropylamine C(C)(C)N1C(=NC(=C1)C(F)(F)F)C1=CC=C(C=C1)C1(CC1)N